COC=1C=C(C=CC1OC)CC(CO)OC1=C(C=CC=C1)OC 1-(3,4-dimethoxyphenyl)-3-hydroxy-2-(2-methoxyphenoxy)propan